Cl.FC1=C(C=C(C=C1)F)C1(CCNCC1)C#N 4-(2,5-difluorophenyl)piperidine-4-carbonitrile hydrochloride